(2,2-dioxido-1,2-oxathiolan-5-yl)methyl (2,2-difluoroethyl) sulfate S(=O)(=O)(OCC1CCS(O1)(=O)=O)OCC(F)F